N8-(3-Chloro-4-fluorophenyl)-N2-(1-methyl-4-piperidinyl)-pyrimido[5,4-d]pyrimidine-2,8-diamine dihydrochloride Cl.Cl.ClC=1C=C(C=CC1F)NC1=NC=NC2=C1N=C(N=C2)NC2CCN(CC2)C